C(C)(C)(C)C=1C=C(C=C(C1O)C)CCC(=O)Cl 3-(3-tert-butyl-4-hydroxy-5-methylphenyl)propionic acid chloride